tert-butyl (2R)-4-(benzyloxy)-2-[(methanesulfonyl)oxy]butanoate C(C1=CC=CC=C1)OCC[C@H](C(=O)OC(C)(C)C)OS(=O)(=O)C